(±)-3-(2-Benzyl-3-chloro-7-oxo-2,4,5,7-tetrahydro-6H-pyrazolo[3,4-c]pyridin-6-yl)-1-methyl-6-(3-(trifluoromethyl)pyridin-2-yl)-1,3,4,6-tetrahydro-2H-azepin C(C1=CC=CC=C1)N1N=C2C(N(CCC2=C1Cl)C1CN(CC(CC1)C1=NC=CC=C1C(F)(F)F)C)=O